C[C@]12C[C@H]([C@H]3[C@H]([C@]1(CC[C@@H]2C4=CC(=O)OC4)O)CC[C@]5([C@@]3([C@@H](C[C@@H](C5)O)O)CO)O)O The molecule is a hexahydroxy steroidal lactone obtained by hydrolysis of ouabain. It has a role as an EC 3.6.3.9 (Na(+)/K(+)-transporting ATPase) inhibitor. It is a 3beta-hydroxy steroid, a 1-hydroxy steroid, a 5beta-hydroxy steroid, an 11alpha-hydroxy steroid, a 14beta-hydroxy steroid and a 19-hydroxy steroid. It is a conjugate acid of an ouabagenin(1-). It derives from a hydride of a 5beta-cardanolide.